FC1=C(C=CC(=C1)C)C=1C=C2C(=NC1)N(C(N2C)=O)[C@H](CS(=O)(=O)C)C2=NC(=C(C=C2)OC)OCC (S)-6-(2-fluoro-4-methylphenyl)-3-(1-(6-ethoxy-5-methoxypyridin-2-yl)-2-(methylsulfonyl)ethyl)-1-methyl-1H-imidazo[4,5-b]pyridin-2(3H)-one